N-(4-trifluoromethoxyphenyl)-4-fluoro-5-chlorosalicylamide FC(OC1=CC=C(C=C1)NC(C=1C(O)=CC(=C(C1)Cl)F)=O)(F)F